6,6a,7,8,9,10-hexahydropyrazino[1,2-d]pyrido[3,2-b][1,4]thiazine-3-carbonitrile N1=CC(=CC=2SCC3N(C21)CCNC3)C#N